CC(=C(CC)C=1C=C(C=C(C1)O)O)CCCCC 5-(4-Methylnon-3-en-3-yl)benzene-1,3-diol